scandium sulfate salt S(=O)(=O)([O-])[O-].[Sc+3].S(=O)(=O)([O-])[O-].S(=O)(=O)([O-])[O-].[Sc+3]